4-((1R,5S)-3,8-Diazabicyclo[3.2.1]octan-3-yl)-7-(7,8-difluoronaphthalen-1-yl)-8-fluoro-2-((1-methyl-1,4-dihydropyrrolo[3,2-c]pyrazol-5-yl)methoxy)pyrido[4,3-d]pyrimidine [C@H]12CN(C[C@H](CC1)N2)C=2C1=C(N=C(N2)OCC2=CC=3N(N=CC3N2)C)C(=C(N=C1)C1=CC=CC2=CC=C(C(=C12)F)F)F